6-(4-cyclopropyl-6-methoxypyrimidin-5-yl)-8-(2,4-dimethoxybenzyl)-1-methyl-1,8-dihydropyrazolo[4',3':4,5]pyrrolo[2,3-d]pyrimidine C1(CC1)C1=NC=NC(=C1C1=NC=C2C(=N1)N(C1=C2C=NN1C)CC1=C(C=C(C=C1)OC)OC)OC